4-bromo-3-fluoro-5-methoxy-pyridine BrC1=C(C=NC=C1OC)F